2-benzyl-8-[(3-methylhexahydropyridin-1-yl)carbonyl]-1,2,3,4-tetrahydrobenzo[4,5]imidazo[1,2-a]pyrazin-1-one C(C1=CC=CC=C1)N1C(C=2N(CC1)C1=C(N2)C=C(C=C1)C(=O)N1CC(CCC1)C)=O